CC=1C=C(C=C(C1)C)[O-].CC1=NC2=C(C=CC=C2C(=C1)C)[O-].CC1=NC2=C(C=CC=C2C(=C1)C)[O-] bis(2,4-dimethyl-8-quinolinolate) (3,5-dimethyl)Phenolate